(2-(trifluoromethyl)-5-vinylphenyl)methanol (rac)-Methyl-2-{3-[1-Aminoethyl]pyrazin-2-yl}-1,3-thiazole-5-carboxylate CC=1N=C(SC1C(=O)OCC1=C(C=CC(=C1)C=C)C(F)(F)F)C1=NC=CN=C1[C@@H](C)N |r|